N-[5-(1H-benzimidazol-2-yl)-1-[(4-methoxyphenyl)methyl]pyrazol-3-yl]-6-(4-hydroxy-1-piperidyl)pyridine-3-carboxamide N1C(=NC2=C1C=CC=C2)C2=CC(=NN2CC2=CC=C(C=C2)OC)NC(=O)C=2C=NC(=CC2)N2CCC(CC2)O